Isopropyl (((2-((tert-butoxycarbonyl)(methyl)amino)ethyl)thio)((tosyloxy)methyl)phosphoryl)-L-alaninate C(C)(C)(C)OC(=O)N(CCSP(=O)(COS(=O)(=O)C1=CC=C(C)C=C1)N[C@@H](C)C(=O)OC(C)C)C